N-Phenyl-α-(4-nitrophenyl)nitrone C1(=CC=CC=C1)[N+](=CC1=CC=C(C=C1)[N+](=O)[O-])[O-]